BrC=1C(=C(C=C2CCCOC12)C=O)F 8-bromo-7-fluorochroman-6-carbaldehyde